N3-[6-[(3,3-dimethyl-2H-benzofuran-4-yl)oxy]-3-pyridyl]-1-methyl-pyrazole-3,4-diamine CC1(COC2=C1C(=CC=C2)OC2=CC=C(C=N2)NC2=NN(C=C2N)C)C